1-(3-(3,6-difluoro-9H-carbazol-9-yl)-2-hydroxy-2-methylpropyl)pyrrolidin-2-one tert-butyl-N-[5-[(2-hydroxy-2-methyl-propoxy)methyl]-2-pyridyl]carbamate C(C)(C)(C)OC(NC1=NC=C(C=C1)COCC(C)(C)O)=O.FC=1C=CC=2N(C3=CC=C(C=C3C2C1)F)CC(CN1C(CCC1)=O)(C)O